1-imino-1λ4-thiomorpholine-4-carboxylic acid, 1,1-dimethylethyl ester N=S1CCN(CC1)C(=O)OC(C)(C)C